3,6-di-menthyl-9H-carbazole C1(CC(C(CC1)C(C)C)C=1C=CC=2NC3=CC=C(C=C3C2C1)C1CC(CCC1C(C)C)C)C